C1(C=2C(C(N1)=O)=CC=CC2)=O.C2(C=1C(C(N2)=O)=CC=CC1)=O.[Cl].[Cl] dichlorine diphthalimide